C(C)OC(=O)C1=C(N=C(S1)NC1=NC(=CC(=N1)C1=CC=C(C=C1)C(=O)O)N(C1CCN(CC1)C)C)C 2-[4-(4-carboxyphenyl)-6-[N-methyl-N-(1-N-methylpiperidin-4-yl)-amino]-pyrimidin-2-ylamino]-4-methylthiazole-5-carboxylic acid ethyl ester